FC1=CC=CC(=N1)C1=CC=C(CC=2N(C(C=3N(C2)C(=NC3)CC(F)(F)F)=O)C)C=C1 (2s)-6-(4-(6-fluoropyridin-2-yl)benzyl)-7-methyl-3-(2,2,2-trifluoroethyl)imidazo[1,5-a]pyrazin-8(7H)-one